C(C(=C)C)(=O)OC(C)CC(O)CO glycerylethanol methacrylate